1,3-di-tert-butylimidazolium bromide [Br-].C(C)(C)(C)N1C=[N+](C=C1)C(C)(C)C